ClC1=NC(=C(C(=C1C#N)CC)C#N)N1CCC2(COC(N2)=O)CC1 2-chloro-4-ethyl-6-(2-oxo-3-oxa-1,8-diazaspiro[4.5]decan-8-yl)pyridine-3,5-dicarbonitrile